C[N+]1=C(C=CC(=C1)CC)C 1,2-dimethyl-5-ethylpyridinium